Cl.FC=1C=C2C3=C(N(C2=CC1OC)CCN1C2COCC1CC2)C(=NC=C3)C(F)(F)F 8-(2-(6-Fluoro-7-methoxy-1-(trifluoromethyl)-9H-pyrido[3,4-b]indol-9-yl)ethyl)-3-oxa-8-azabicyclo[3.2.1]octane Hydrochloride Salt